Vanadium lithium pentoxide [O-]OOO[O-].[Li+].[V+5].[O-]OOO[O-].[O-]OOO[O-]